2-[[(1R)-1-[2-[3-(4-Cyanopyrazol-1-yl)phenyl]-3,6-dimethyl-4-oxo-chromen-8-yl]ethyl]amino]benzoic acid C(#N)C=1C=NN(C1)C=1C=C(C=CC1)C=1OC2=C(C=C(C=C2C(C1C)=O)C)[C@@H](C)NC1=C(C(=O)O)C=CC=C1